2-(naphthalen-2-yl)-1-(p-tolyl)ethanone C1=C(C=CC2=CC=CC=C12)CC(=O)C1=CC=C(C=C1)C